CC1=CNCNC1 Didesoxythymin